COC=1C=C2CCN3C(C2=CC1OC)=CC(NC3=O)=O 9,10-Dimethoxy-3H,6H,7H-pyrimido[4,3-a]isoquinoline-2,4-dione